ClC=1C=CC=C2C(C(=C(OC12)C1=C(OCCC(=O)O)C=C(C=C1)C(F)(F)F)C)=O 3-[2-(8-chloro-3-methyl-4-oxo-chromen-2-yl)-5-(trifluoromethyl)phenoxy]propanoic acid